C1C(C=CC2=CC=CC=C12)=O Naphthalen-2(1H)-one